ClC1=CC=C(CCC2=NOC(=N2)CN2N=CC(=C(C2=O)C)SC2COCC2)C=C1 2-((3-(4-chlorophenethyl)-1,2,4-oxadiazol-5-yl)methyl)-4-methyl-5-((tetrahydrofuran-3-yl)thio)pyridazin-3(2H)-one